O1CCC2=C1C(=CC=C2)C2=NN(C(=C2C(F)(F)F)C(=O)OC)C methyl 3-(2,3-dihydrobenzofuran-7-yl)-1-methyl-4-(trifluoromethyl)-1H-pyrazole-5-carboxylate